7-bromo-1-[(4-chlorophenyl)methyl]pyrido[3,2-d]pyrimidine-2,4-dione BrC1=CC=2N(C(NC(C2N=C1)=O)=O)CC1=CC=C(C=C1)Cl